CC1=CC=C(C(=O)O[C@@H](C(=O)O)[C@H](C(=O)O)OC(C2=CC=C(C=C2)C)=O)C=C1 (2r,3r)-2,3-bis[(4-methylbenzoyl)oxy]succinic acid